4-{6-[2-(4,6-Difluoro-2,5-dimethyl-indol-1-yl)-ethylamino]-pyrimidin-4-yl}-2-isobutylbenzoic acid FC1=C2C=C(N(C2=CC(=C1C)F)CCNC1=CC(=NC=N1)C1=CC(=C(C(=O)O)C=C1)CC(C)C)C